Cl.C1(NCCC12CNCCC2)=O 2,7-diazaspiro[4.5]-1-decanone hydrochloride